ClC=1C=NC(=C(C(=O)NC2CCC(CC2)CN2C(N(C3=C2C=CC=C3)C3=CC=C2C=CN=CC2=C3)=O)C1)C 5-chloro-N-((1r,4r)-4-((3-(isoquinolin-7-yl)-2-oxo-2,3-dihydro-1H-benzo[d]imidazol-1-yl)methyl)cyclohexyl)-2-methyl-nicotinamide